(S)-N-(4-(3-aminopyrrolidin-1-yl)-1,2-dimethyl-1H-benzo[d]imidazol-5-yl)-1-(2,6-difluorophenyl)-6-oxo-1,6-dihydropyridazine-3-carboxamide N[C@@H]1CN(CC1)C1=C(C=CC=2N(C(=NC21)C)C)NC(=O)C2=NN(C(C=C2)=O)C2=C(C=CC=C2F)F